diisobutyl (diisobutylmethylene)malonate C(C(C)C)C(CC(C)C)=C(C(=O)OCC(C)C)C(=O)OCC(C)C